C(C)(C)(C)OC(=O)N[C@H](C(=O)OC(C)(C)C)CC=1SC=C(N1)C(N)=O tert-butyl (S)-2-((tert-butoxycarbonyl)amino)-3-(4-carbamoylthiazol-2-yl)propanoate